BrC=1C=C(C=CC1)N1N=C(C2=C1N(C([C@@H]([C@@H]2C2=CC=C(C=C2)F)NC(C2=CC(=CC=C2)C(F)(F)F)=O)=O)CC)C(=O)N2[C@@H](CCC2)C#N |&1:14,15| N-[(4RS,5RS)-1-(3-bromophenyl)-3-[(2S)-2-cyanopyrrolidine-1-carbonyl]-7-ethyl-4-(4-fluorophenyl)-6-oxo-4H,5H-pyrazolo[3,4-b]pyridin-5-yl]-3-(trifluoromethyl)benzamide